1,3-dihydroxylpropyl-(9Z,12Z)-octadeca-9,12-dienate OC(CCO)OC(CCCCCCC\C=C/C\C=C/CCCCC)=O